N(=[N+]=[N-])CC1(OC2=C(C1)C=C(C=C2[C@@H](C)N[S@](=O)C(C)(C)C)F)COC (R)-N-((1R)-1-(2-(azidomethyl)-5-fluoro-2-(methoxymethyl)-2,3-dihydrobenzofuran-7-yl)ethyl)-2-methylpropane-2-sulfinamide